COC(CC=1C(=NC=C(C1)C1=NOC(=N1)C(F)(F)F)C=O)C 3-(2-methoxypropyl)-5-(5-(trifluoromethyl)-1,2,4-oxadiazol-3-yl)pyridine-carbaldehyde